CN(C(=O)C(CCCCCCCC)CCCCCCCC)C N,N-dimethyloctyl-capramide